Ethyl 3-(1H-pyrazol-1-yl)-2-{[(2,4,6-trifluorophenyl)-carbamoyl]oxy}propanoate N1(N=CC=C1)CC(C(=O)OCC)OC(NC1=C(C=C(C=C1F)F)F)=O